(4-(3-(3-cyclopropyl-1-phenyl-1H-pyrazol-5-yl)ureido)-3-fluorophenyl)boronic acid C1(CC1)C1=NN(C(=C1)NC(NC1=C(C=C(C=C1)B(O)O)F)=O)C1=CC=CC=C1